O(C1=CC=CC=C1)P(=O)(OC1=CC=CC=C1)OC=1N(CCOCC1)C(=O)OC(C)(C)C tert-butyl 5-((diphenoxyphosphoryl)oxy)-2,3-dihydro-1,4-oxazepine-4(7H)-carboxylate